2-(3-ethyl-5-methyl-2,4-dioxo-3,4-dihydropyrimidin-1(2H)-yl)-N'-hydroxypropanimidamide C(C)N1C(N(C=C(C1=O)C)C(C(N)=NO)C)=O